C(C=C)(=O)OCCCCCCCC[SiH2]C(Cl)Cl acryloxyoctyl-dichloromethylsilane